3-bromo-8-(1-cyclopropylpiperidin-4-yl)-9-ethyl-6,6-dimethyl-5,6-dihydro-11H-benzo[b]carbazol-11-one BrC1=CC=C2C=3C(C4=C(C(C3NC2=C1)(C)C)C=C(C(=C4)CC)C4CCN(CC4)C4CC4)=O